(3ar,11as)-5-(4-aminobenzyl)-6,10-dimethyl-1-(6-methyl-4-(trifluoromethyl)pyridin-2-yl)-1,3a,4,5,10,11a-hexahydro-2H-benzo[b]pyrrolo[2,3-f][1,4]diazocine-2,11(3H)-dione NC1=CC=C(CN2C3=C(N(C([C@@H]4[C@@H](C2)CC(N4C4=NC(=CC(=C4)C(F)(F)F)C)=O)=O)C)C=CC=C3C)C=C1